(2'-methoxy-[1,1-biphenyl]-4-yl)methanol COC1=C(C=CC=C1)C1=CC=C(C=C1)CO